trichloroacetic acid ClC(C(=O)O)(Cl)Cl